C(C)OC(C[C@@H](C1=CC=C(C=C1)C1=C(C=CC=C1C)C)N)=O (S)-3-amino-3-(2',6'-dimethylbiphenyl-4-yl)propionic acid ethyl ester